N1(CCOCC1)CCCS(=O)(=O)O morpholinepropanesulfonic acid